N-(3-(2-methoxyphenyl)-1H-pyrazol-4-yl)pyrazolo[1,5-a]pyrimidine-3-carboxamide COC1=C(C=CC=C1)C1=NNC=C1NC(=O)C=1C=NN2C1N=CC=C2